N4-[6-(5-chloro-1,3-benzoxazol-2-yl)spiro[3.3]heptan-2-yl]pyridine-2,4-dicarboxamide ClC=1C=CC2=C(N=C(O2)C2CC3(CC(C3)NC(=O)C3=CC(=NC=C3)C(=O)N)C2)C1